(2-(3-isopropyl-2-(8-methoxy-[1,2,4]triazolo[1,5-a]pyridin-6-yl)-1H-indol-5-yl)morpholino)-2-(methylamino)ethan-1-one C(C)(C)C1=C(NC2=CC=C(C=C12)C1OCCN(C1)C(CNC)=O)C=1C=C(C=2N(C1)N=CN2)OC